C1(CC1)CNC(=O)C1=NC(=CC=C1)N1CCN(CCC1)C1CCN(CC1)C1C(CCC1)F N-(Cyclopropylmethyl)-6-{4-[1-(2-fluorocyclopentyl)piperidin-4-yl]-1,4-diazepan-1-yl}pyridine-2-carboxamide